BrC=1C=NC(=C(C(=O)NC2=CC(=CC=C2)[S@@](=O)(=N)C)C1C)N1CCC(CCC1)(F)F (R)-5-bromo-2-(4,4-difluoroazepan-1-yl)-4-methyl-N-(3-(S-methylsulfonimidoyl)phenyl)nicotinamide